S(=O)(=O)(O)OCCCC1[NH+]=CC2=CC=CC=C2C1 3-[3-(sulfooxy)propyl]-3,4-dihydroisoquinolinium